2-(2-(8-oxa-3-azabicyclo[3.2.1]oct-3-yl)ethyl)isoindoline-1,3-dione C12CN(CC(CC1)O2)CCN2C(C1=CC=CC=C1C2=O)=O